(3-chloro-2,6-difluorophenyl)methanol ClC=1C(=C(C(=CC1)F)CO)F